2-(4-methylphenyl)-propionate CC1=CC=C(C=C1)C(C(=O)[O-])C